tert-butyl N-((4-fluoro-6-(thiazol-4-ylmethoxy)-1H-indol-2-yl)methyl)carbamate FC1=C2C=C(NC2=CC(=C1)OCC=1N=CSC1)CNC(OC(C)(C)C)=O